(+-)-2-[(1-methoxyethoxy)methyl]-2,5-dimethylindan COC(C)OCC1(CC2=CC=C(C=C2C1)C)C